C(=O)C=1C=C(C(=O)NC)C=CC1 3-FORMYL-N-METHYL-BENZAMIDE